Cl.ClCCN1CC(CC1)C#N 1-(2-chloroethyl)pyrrolidine-3-carbonitrile hydrochloride